Tributylsebacat C(CCC)C(C(C(=O)[O-])(CCCC)CCCC)CCCCCCC(=O)[O-]